1-(2-ethoxy-4-hydroxy-3-methylphenyl)ethan-1-one C(C)OC1=C(C=CC(=C1C)O)C(C)=O